COC1=CC=C(CC2=NN(C3=C2C(NCC3)C)COCC[Si](C)(C)C)C=C1 (4-methoxybenzyl)-4-methyl-1-((2-(trimethylsilyl)ethoxy)methyl)-4,5,6,7-tetrahydro-1H-pyrazolo[4,3-c]pyridine